OC1CC(NC1)C(=O)N(C)C 4-hydroxy-N,N-dimethyl-2-pyrrolidinecarboxamide